NC1=CC=C(C=N1)C=CC(=O)NCC=1OC2=C(C1)C=C(C=C2C2=CC=C(C=C2)F)Br 3-(6-aminopyridin-3-yl)-N-((5-bromo-7-(4-fluorophenyl)benzofuran-2-yl)methyl)acrylamide